I\C=C/1\CN(C(O1)=O)CC1=CC=C(C=C1)OC (Z)-5-(iodomethylene)-3-(4-methoxybenzyl)oxazolidin-2-one